N[C@@H]1CN(C[C@@H]1OC)C=1C=C(C(=NC1)N1C[C@@H]2N([C@@H](CN(C2)C2=C3C=CC(=NC3=C(C=C2)C#N)[2H])C)CC1)C 5-[(4R,9aR)-8-[5-[(3R,4S)-3-amino-4-methoxy-pyrrolidin-1-yl]-3-methyl-2-pyridyl]-4-methyl-3,4,6,7,9,9a-hexahydro-1H-pyrazino[1,2-a]pyrazin-2-yl]-2-deuterio-quinoline-8-carbonitrile